3-((3-exo)-3-((6-((5-methyl-1H-pyrazol-3-yl)amino)-[1,2,4]triazolo[4,3-a]pyrazin-8-yl)amino)-8-azabicyclo[3.2.1]octan-8-yl)propionitrile CC1=CC(=NN1)NC=1N=C(C=2N(C1)C=NN2)NC2CC1CCC(C2)N1CCC#N